[N+](#[C-])C1=CC=C(C=C1)C1=CC=CC=C1 4-isocyanobiphenyl